(4-(1H-pyrrolo[3,2-b]pyridine-2-carbonyl)piperazin-1-yl)(4-methoxyphenyl)methanone N1C(=CC2=NC=CC=C21)C(=O)N2CCN(CC2)C(=O)C2=CC=C(C=C2)OC